OCCCCCCCCCCCCCCCCCCCCCCCCO hydroxyethyl-behenyl alcohol